C(CC=C)[C@@]1(CCC(O1)=O)C1=CC=CC=C1 |r| (±)-5-(3-Butenyl)-5-phenyl-dihydrofuran-2(3H)-one